propyltributylphosphonium bis(trifluoromethanesulfonyl)imide salt [N-](S(=O)(=O)C(F)(F)F)S(=O)(=O)C(F)(F)F.C(CC)[P+](CCCC)(CCCC)CCCC